N-hexyl-N-ethylphenylurea C(CCCCC)N(C(=O)NC1=CC=CC=C1)CC